COC1=NC(=NC(=C1)N1CCN(CC1)C)NC1CCCOC1 5-((4-methoxy-6-(4-methylpiperazin-1-yl)pyrimidin-2-yl)amino)tetrahydro-2H-pyran